C(C1=CC=CC=C1)N1C[C@H](CC1)OC1=CC(=C(C=C1Cl)S(=O)(=O)N(C(OC(C)(C)C)=O)C=1N=CSC1)F tert-butyl (S)-((4-((1-benzylpyrrolidin-3-yl)oxy)-5-chloro-2-fluorophenyl)sulfonyl)(thiazol-4-yl)carbamate